C(CCNC([C@H](O)C(C)(C)CO)=O)(=O)[O-].[Ca+2].C(CCNC([C@H](O)C(C)(C)CO)=O)(=O)[O-] |r| Calcium DL-Pantothenate